2-fluoro-4-(piperidin-4-yl)benzoic acid FC1=C(C(=O)O)C=CC(=C1)C1CCNCC1